FC1(CN(CC2=CC=C(C=C12)CO)C(=O)OC(C)(C)C)F tert-Butyl 4,4-difluoro-6-(hydroxymethyl)-1,3-dihydroisoquinoline-2-carboxylate